C(=C/C(=O)O)\\C(=O)/C=C/O The molecule is a muconic semialdehyde that is hexa-2,4-dienoic acid substituted at positions 4 and 6 by hydroxy and oxo groups respectively (the 2E,4Z-isomer). It is a muconic semialdehyde and a 3-oxo aldehyde. It is a conjugate acid of a (2E,4Z)-4-hydroxy-6-oxohexa-2,4-dienoate.